COC1=C(CN2CC3=C(CC2)C(=C(S3)NC(=O)NCCCCN3CCCC3)C(=O)N)C=CC=C1OC 6-(2,3-Dimethoxybenzyl)-2-{3-[4-(pyrrolidin-1-yl)butyl]ureido}-4,5,6,7-tetrahydrothieno[2,3-c]pyridine-3-carboxamide